Benzyl (2R)-2-(cyanomethyl)-4-[2-[[(2S)-1-methylpyrrolidin-2-yl]methoxy]-5,6,7,8-tetrahydropyrido[3,4-d]pyrimidin-4-yl]piperazine-1-carboxylate C(#N)C[C@H]1N(CCN(C1)C=1C2=C(N=C(N1)OC[C@H]1N(CCC1)C)CNCC2)C(=O)OCC2=CC=CC=C2